tert-butyl ((1r,4r)-4-(2-(6-chloro-4-(methylamino)nicotinoyl)hydrazinecarbonyl)cyclohexyl)carbamate ClC1=NC=C(C(=O)NNC(=O)C2CCC(CC2)NC(OC(C)(C)C)=O)C(=C1)NC